2-(2-isopropyl-5-methylcyclohexyl)-2-(2-methyldiphenylsilylethyl)-1-ethoxy-3-methoxypropane C(C)(C)C1C(CC(CC1)C)C(COCC)(COC)CC[Si](C1=CC=CC=C1)(C1=CC=CC=C1)C